N1=C(C=NC2=CC=C3C(=C12)C=CC=N3)C3=NC1=C2C(=CC=C1N=C3)N=CC=C2 bipyridoquinoxaline